5-fluoro-N-isopropyl-N-methyl-2-(3-(2-methyl-1,2,3,4-tetrahydroisoquinolin-6-yl)-1H-pyrrolo[2,3-c]pyridin-1-yl)benzamide FC=1C=CC(=C(C(=O)N(C)C(C)C)C1)N1C=C(C=2C1=CN=CC2)C=2C=C1CCN(CC1=CC2)C